BrC=1C(=C(N[C@H](C)C2=C(C=C(C=C2)Cl)Cl)C(=CC1)[N+](=O)[O-])C (R)-3-Bromo-N-(1-(2,4-dichlorophenyl)ethyl)-2-methyl-6-nitroaniline